trans-7-nitro-2,3,4,4a,10,10a-hexahydro-1H-benzo[b]pyrido[3,4-e][1,4]oxazine-6-carbonitrile [N+](=O)([O-])C1=CC=C2C(O[C@H]3[C@H](N2)CNCC3)=C1C#N